N1=C(C=CC=C1)O[C@@H]1CC[C@H](CC1)C1=NN=C2N1C1=C(CC(C2)=O)C=CC=C1 1-[trans-4-(Pyridin-2-yloxy)cyclohexyl]-4H-[1,2,4]triazolo[4,3-a][1]benzazepin-5(6H)-on